OCC1=C(C=CC=C1)/C=C/CC(=O)OC methyl (E)-4-[2-(hydroxymethyl)phenyl]-3-butenoate